OCCCCCCC=1N=C(N(C1)C1=CC=CC=C1)NC(C1=CC(=CC=C1)C1=CC=NC=C1)=O N-(4-(6-hydroxyhexyl)-1-phenyl-1H-imidazol-2-yl)-3-(pyridin-4-yl)benzamide